C(CCCCCCCCCCCCCCCCCCCCCCC(C)C)(=O)OC(CCCCCCCCCCCCCCCCCCCCCCC(C)C)=O isohexacosanoic acid anhydride